tert-butyl (1-((3-((1-(2-(2,6-Dioxopiperidin-3-yl)-1-oxoisoindolin-5-yl)piperidin-4-yl)-oxy)phenyl)sulfonyl)piperidin-4-yl)carbamate O=C1NC(CCC1N1C(C2=CC=C(C=C2C1)N1CCC(CC1)OC=1C=C(C=CC1)S(=O)(=O)N1CCC(CC1)NC(OC(C)(C)C)=O)=O)=O